C(C1=CC=CC=C1)OC1=CC=C(OCCOCCNC2=NC=CC=C2)C=C1 N-2-(2-(4-(benzyloxy)phenoxy)ethoxy)ethyl-2-pyridylamine